3-(((7-bromo-2,3-dihydrofuro[3,2-c]pyridin-4-yl)amino)methyl)-N-(pyridin-4-ylmethyl)benzamide BrC=1C2=C(C(=NC1)NCC=1C=C(C(=O)NCC3=CC=NC=C3)C=CC1)CCO2